2-oxo-1-(2-pyridyl)pyridine O=C1N(C=CC=C1)C1=NC=CC=C1